[Mg].[Sr] strontium magnesium salt